tert-butyl N-[trans-3-(trifluoromethoxy)cyclobutyl]carbamate FC(O[C@@H]1C[C@H](C1)NC(OC(C)(C)C)=O)(F)F